CN1C(=CC(=CC1)C(=O)NC=1N=CC2=CC=C(C=C2C1)C=1C=NN(C1)C)C=1CCNCC1 1-Methyl-N-(6-(1-methyl-1H-pyrazol-4-yl)isoquinolin-3-yl)-1',2',3',6'-tetrahydro-[2,4'-bipyridine]-4-carboxamide